(R)-2-(1-(2-chlorothiazol-4-yl)-1H-pyrazol-4-yl)-N-(3-cyclopropyl-1H-pyrazol-5-yl)propanamide ClC=1SC=C(N1)N1N=CC(=C1)[C@H](C(=O)NC1=CC(=NN1)C1CC1)C